TrisTMS phosphate P(=O)(O[Si](C)(C)C)(O[Si](C)(C)C)O[Si](C)(C)C